(S)-2-{[(2S,5S)-5-((S)-2-Acetylamino-3-methyl-butyrylamino)-4-oxo-1,2,4,5,6,7-hexahydro-azepino[3,2,1-hi]indole-2-carbonyl]-amino}-succinic acid C(C)(=O)N[C@H](C(=O)N[C@H]1CCC=2C=CC=C3C[C@H](N(C23)C1=O)C(=O)N[C@H](C(=O)O)CC(=O)O)C(C)C